COC=1C=C(C=CC1OC)C1OC2=C(C(C1)=O)C=CC(=C2)O 2-(3,4-Dimethoxy-phenyl)-2,3-dihydro-7-hydroxy-4H-1-benzopyran-4-one